1-(4-(trifluoromethoxy)benzyl)-1H-indazole-7-carboxylic acid FC(OC1=CC=C(CN2N=CC3=CC=CC(=C23)C(=O)O)C=C1)(F)F